OCC1[C@H]2CN(C[C@@H]12)C=1N=CC2=C(N1)CN(C2)C(=O)OC(C)(C)C tert-butyl 2-((1R,5S,6r)-6-(hydroxymethyl)-3-azabicyclo[3.1.0]hexan-3-yl)-5,7-dihydro-6H-pyrrolo[3,4-d]pyrimidine-6-carboxylate